CN1CC(C1)C N,3-dimethyl-azetidin